1-(tert-butyl)-3-(4-fluorophenyl)-2-(3-phenylfuran-2-yl)-1H-pyrrole C(C)(C)(C)N1C(=C(C=C1)C1=CC=C(C=C1)F)C=1OC=CC1C1=CC=CC=C1